(S)-3-(4-(2-(3,5-dichloro-4-(3-chloropropoxy)phenyl)propan-2-yl)phenoxy)propane-1,2-diyl diacetate C(C)(=O)OC[C@H](COC1=CC=C(C=C1)C(C)(C)C1=CC(=C(C(=C1)Cl)OCCCCl)Cl)OC(C)=O